C1(CC1)C1=C(CN2C(N([C@H](C=3C2=CNN3)C)C3CCN(CC3)C=3C(=NC=CC3C)OC)=O)C=CC=C1 |o1:9| (S)- or (R)-4-(2-Cyclopropyl-benzyl)-6-(2'-methoxy-4'-methyl-3,4,5,6-tetrahydro-2H-[1,3']bipyridinyl-4-yl)-7-methyl-2,4,6,7-tetrahydro-pyrazolo[4,3-d]pyrimidin-5-one